tert-Butyl (2R,5S)-5-methyl-2-[3-[[(2S)-1-methylpyrrolidin-2-yl]methoxy] phenyl]piperidine-1-carboxylate C[C@H]1CC[C@@H](N(C1)C(=O)OC(C)(C)C)C1=CC(=CC=C1)OC[C@H]1N(CCC1)C